C1=2CN(CCOCCN(CC(=CC=C1)N2)[C@H](C(=O)[O-])CCC(=O)O)[C@H](C(=O)[O-])CCC(=O)[O-].[Na+].[Mn+2] Manganese(2+) sodium (2S,2'S)-2,2'-[6-oxa-3,9,15-triazabicyclo[9.3.1]pentadeca-1(15),11,13-triene-3,9-diyl]dipentanedioate